FC=1C(=CC2=C(C(NC=3CNCC(C23)N(C(C2=CC(=CC=C2)S(NC)(=O)=O)=O)C)=O)C1)F N-(8,9-difluoro-6-oxo-1,2,3,4,5,6-hexahydrobenzo[c][1,7]naphthyridin-1-yl)-N-methyl-3-(N-methylsulfamoyl)benzamide